CC1(CC1)C1=CC=C2C=C(C(SC2=C1)C(F)(F)F)N1N=C(C=C1)C(F)(F)F 7-(1-methylcyclopropyl)-2-(trifluoromethyl)-3-[3-(trifluoromethyl)pyrazol-1-yl]thiochromen